C(CC)C=1OCCN1 normal propyl-oxazoline